N'-[(Z)-[2-(4,4-difluoropiperidin-1-yl)-6-methylpyrimidin-4-yl]methylidene]-4-methylbenzene-1-sulfonylhydrazine FC1(CCN(CC1)C1=NC(=CC(=N1)\C=N/NS(=O)(=O)C1=CC=C(C=C1)C)C)F